(1R,2S,5S)-3-((tert-Butoxycarbonyl)-L-isoleucyl)-6,6-dimethyl-3-azabicyclo[3.1.0]hexane-2-carboxylic acid C(C)(C)(C)OC(=O)N[C@@H]([C@@H](C)CC)C(=O)N1[C@@H]([C@H]2C([C@H]2C1)(C)C)C(=O)O